C1(NC=CC2=CN=CC=C12)=O 2,6-naphthyridin-1(2H)-one